imino(3-(2-((S)-2-methylazetidin-1-yl)-6,7-dihydro-5H-cyclopenta[d]pyrimidin-4-yl)phenyl)(tetrahydro-2H-pyran-4-yl)-λ6-sulfanone N=S(=O)(C1CCOCC1)C1=CC(=CC=C1)C=1C2=C(N=C(N1)N1[C@H](CC1)C)CCC2